ClC=1C=NC(=C(C(=O)N[C@@H]2CC[C@H](CC2)CN2C(N(C3=C2C=CC=C3)C=3C=C2C=NN(C2=CC3)C)=O)C1)C trans-5-chloro-2-methyl-N-(4-((3-(1-methyl-1H-indazol-5-yl)-2-oxo-2,3-dihydro-1H-benzo[d]imidazol-1-yl)methyl)cyclohexyl)nicotinamide